N-(prop-2-yl)-3,6-dihydroimidazo[4,5-d]pyrrolo[2,3-b]pyridine-8-carboxamide hydrochloride Cl.CC(C)NC(=O)C1=CNC2=NC=C3C(=C21)N=CN3